7-((2-(2,6-dioxopiperidin-3-yl)-7-fluoro-1,3-dioxoisoindolin-4-yl)thio)-N,N-diisopropylheptanamide O=C1NC(CCC1N1C(C2=C(C=CC(=C2C1=O)SCCCCCCC(=O)N(C(C)C)C(C)C)F)=O)=O